Racemic-3-(3-chloro-4-fluorophenyl)-1-(1-(7-fluoro-2-methyl-1-oxo-1,2-dihydroisoquinolin-4-yl)ethyl)-1-methylurea ClC=1C=C(C=CC1F)NC(N(C)[C@H](C)C1=CN(C(C2=CC(=CC=C12)F)=O)C)=O |r|